C(C)[C@H]1C(CN2C(CCC12)=O)=O ethyl-(R)-2,5-dioxotetrahydro-1H-pyrrolizine